C[C@]12CC[C@H]3[C@@H](CC[C@H]4[C@H]([C@@H](O[C@@H]([C@@]34OO1)O2)OC(CCNC(CCC(=O)NCCC(=O)O[C@@H]2O[C@H]1[C@@]34[C@H]([C@@H](CC[C@H]3[C@H]2C)C)CC[C@@](OO4)(O1)C)=O)=O)C)C bis((3R,5aS,6R,8aS,9R,10S,12R,12aR)-3,6,9-trimethyldecahydro-12H-3,12-epoxy[1,2]dioxepino[4,3-i]isochromen-10-yl)3,3'-(succinylbis(azanediyl))dipropionate